Tetraethyl (aminomethylene)bis(phosphonate) NC(P(OCC)(OCC)=O)P(OCC)(OCC)=O